N1C(CC=CC1=O)=O 1,2,3,6-tetrahydropyridine-2,6-dione